2-(4-(4-((3-chlorobenzyl)amino)-6-(3,5-dimethylisoxazol-4-yl)quinazolin-2-yl)-1,4-diazepan-1-yl)ethanol ClC=1C=C(CNC2=NC(=NC3=CC=C(C=C23)C=2C(=NOC2C)C)N2CCN(CCC2)CCO)C=CC1